N1(CCNCC1)C1=NC=C(C=N1)C=1C=CC=2N=C3COCC4(N3C2N1)COC1=C4C=CC=C1 2'-(2-(piperazin-1-yl)pyrimidin-5-yl)-2h,6'h,8'h-spiro[benzofuran-3,9'-pyrido[3',2':4,5]imidazo[2,1-c][1,4]oxazine]